FC1=CC(=NC=N1)N[C@H](C(=O)N1C[C@H]2[C@@H]([C@H]1C(=O)NNC[C@H]1C(NCC1)=O)CCC2)C(C)(C)C (3S,3aS,6aR)-2-[(2S)-2-[(6-fluoropyrimidin-4-yl)amino]-3,3-dimethyl-butanoyl]-N'-[[(3S)-2-oxopyrrolidin-3-yl]methyl]-3,3a,4,5,6,6a-hexahydro-1H-cyclopenta[c]pyrrole-3-carbohydrazide